((benzo[D]thiazol-2-ylsulfonyl)methyl)cyclopropane methyl-2,3-dihydrofuran-5-carboxylate COC(=O)C1=CCCO1.S1C(=NC2=C1C=CC=C2)S(=O)(=O)CC2CC2